4-(6-chloro-3-cyano-2-(((S)-1-methylpyrrolidin-2-yl)methoxy)-7-(5,6,7,8-tetrahydronaphthalen-1-yl)quinolin-4-yl)-2-(cyanomethyl)piperazine-1-carboxylic acid tert-butyl ester C(C)(C)(C)OC(=O)N1C(CN(CC1)C1=C(C(=NC2=CC(=C(C=C12)Cl)C1=CC=CC=2CCCCC12)OC[C@H]1N(CCC1)C)C#N)CC#N